N-(carboxymethyl)-N,N-dimethyl-2-[(2-methyl-1-oxo-2-propenyl)oxy]ethanaminium C(=O)(O)C[N+](CCOC(C(=C)C)=O)(C)C